C1(CCCCC1)C=NNC1=CC=C(C(=O)O)C=C1 4-(2-(cyclohexylmethylene)hydrazinyl)benzoic acid